IC=1C=C(C=C(C1)I)O 3,5-diiodophenol